COC1=CC=C(C=C1)COC[C@@H](CN1C2(C=3C=C4C(=CC3C1=O)OCO4)CCC4(CC2)OC=CO4)C 6''-{(2R)-3-[(4-methoxyphenyl)methoxy]-2-methylpropyl}-2''H-dispiro[[1,3]dioxol-2,1'-cyclohexane-4',5''-[1,3]dioxolo[4,5-f]isoindol]-7''(6''H)-one